Phosphopalladium P(=O)(=O)[Pd]